2-(1-Methyl-1H-pyrazol-4-yl)-5-{[(3R)-2-oxoazepan-3-yl]amino}[1,2,4]triazolo[1,5-c]quinazoline-7-carboxylic acid methyl ester COC(=O)C=1C=CC=C2C=3N(C(=NC12)N[C@H]1C(NCCCC1)=O)N=C(N3)C=3C=NN(C3)C